4-cyclopropyl-N-(2,4-dimethoxyphenyl)thiadiazole-5-carboxamide C1(CC1)C=1N=NSC1C(=O)NC1=C(C=C(C=C1)OC)OC